C1(CC1)S(=O)(=O)NC=1SC=C(N1)C(C(=O)NC1=NC=C(C=C1)C1=NC(=CN=C1)OCC)(C)C 2-(2-(cyclopropanesulfonamido)thiazol-4-yl)-N-(5-(6-ethoxypyrazin-2-yl)pyridin-2-yl)-2-methylpropanamide